ethylenediamine isothiocyanate [N-]=C=S.C(CN)N